6-methyl-spiro[chroman-4,1'-cyclohexane]-2-one CC=1C=C2C(=CC1)OC(CC21CCCCC1)=O